C(C)OC(CN[C@H](CO)C(=O)OC)=O methyl (2-ethoxy-2-oxoethyl)-D-serinate